3-(naphthalen-2-yl)-1H-pyrazole-5(4H)-one C1=C(C=CC2=CC=CC=C12)C1=NNC(C1)=O